ClC1=C(C(=CC(=N1)C(=O)NC)N1CCC(CC1)OC1=C(C=C(C=C1)F)F)[N+](=O)[O-] 6-chloro-4-(4-(2,4-difluorophenoxy)piperidin-1-yl)-N-methyl-5-nitropyridinecarboxamide